(2R)-2-Amino-3-methyl-N-[4-(2-methyl-1H-pyrrolo[2,3-b]pyridin-4-yl)thiazol-2-yl]butanamide N[C@@H](C(=O)NC=1SC=C(N1)C1=C2C(=NC=C1)NC(=C2)C)C(C)C